C(C)(=O)OC1CC2(CC1OC(C)=O)C1CCC(C2=NOCC2=CC=CC=C2)C1 rac-3-((benzyloxy)imino)spiro[bicyclo[2.2.1]heptane-2,1'-cyclopentane]-3',4'-diyl diacetate